5-(2-chloro-3-fluoro-phenyl)-3-(2-methoxy-2-methyl-propyl)-1-[2-[4-(7-methoxy-2-oxo-4,5-dihydro-1H-1,3-benzodiazepin-3-yl)-1-piperidyl]-2-oxo-ethyl]pyrimidine-2,4-dione ClC1=C(C=CC=C1F)C=1C(N(C(N(C1)CC(=O)N1CCC(CC1)N1C(NC2=C(CC1)C=C(C=C2)OC)=O)=O)CC(C)(C)OC)=O